5-(2-chlorophenoxy)-6-fluoro-3-(((3-fluoropyridin-2-yl)methyl)amino)-8-methyl-4H-benzo[e][1,2,4]thiadiazine 1,1-dioxide ClC1=C(OC2=C(C=C(C3=C2NC(=NS3(=O)=O)NCC3=NC=CC=C3F)C)F)C=CC=C1